6-bromo-4-chloro-1-(5-(difluoromethyl)-1,3,4-thiadiazol-2-yl)-3-methyl-1H-benzo[d]imidazol-2(3H)-one BrC=1C=C(C2=C(N(C(N2C)=O)C=2SC(=NN2)C(F)F)C1)Cl